2-(2-chloro-4-fluorophenyl)-4,6-diphenyl-1,3,5-triazine ClC1=C(C=CC(=C1)F)C1=NC(=NC(=N1)C1=CC=CC=C1)C1=CC=CC=C1